C(C1=CC=CC=C1)OC([C@H](C)O)=O.C1(=CC(=CC=C1)NC(=O)C=1SC=CN1)C1=CC=CC=C1 N-([1,1'-Biphenyl]-3-yl)thiazole-2-carboxamide benzyl-(2S)-2-hydroxypropionate